FC1=C(C=C(C=C1)N1C(=C(C2=CC(=CC=C12)O)CC(C(=O)O)(C)OC)C(C)C)C 3-[1-(4-fluoro-3-methyl-phenyl)-5-hydroxy-2-isopropyl-indol-3-yl]-2-methoxy-2-methyl-propanoic acid